5-(1-(2,2-difluoroethyl)-1H-benzo[d]imidazol-6-yl)-6-fluoro-N-((3R,4S)-3-fluoro-1-(oxetan-3-yl)piperidin-4-yl)-4-methoxypyrrolo[2,1-f][1,2,4]triazin-2-amine FC(CN1C=NC2=C1C=C(C=C2)C=2C(=CN1N=C(N=C(C12)OC)N[C@@H]1[C@@H](CN(CC1)C1COC1)F)F)F